3b,11b-dihydroxypregn-5-en-20-one O[C@@H]1CC2=CC[C@H]3[C@@H]4CC[C@H](C(C)=O)[C@]4(C[C@@H]([C@@H]3[C@]2(CC1)C)O)C